7-methyl-1-oxo-3-(o-tolyl)isoindoline CC=1C=CC=C2C(NC(C12)=O)C1=C(C=CC=C1)C